OC1=CC=NC2=CN=C(C=C12)C#N 4-hydroxy-1,7-naphthyridine-6-carbonitrile